C12(CNCC(C1)C2)NC(OC(C)(C)C)=O tert-butyl 3-azabicyclo[3.1.1]heptan-1-ylcarbamate